7-(Dimethylamino)-N-(1,1-dioxido-2,3-dihydrothiophen-3-yl)-2-hydroxyquinoline-3-carboxamide CN(C1=CC=C2C=C(C(=NC2=C1)O)C(=O)NC1CS(C=C1)(=O)=O)C